N=1C=C(N2N=CC=CC21)C#CC2=C(C(=C(C=1C(=NOC12)NC1=CC(=CC=C1)C(F)(F)F)C)C)C 7-(imidazo[1,2-b]pyridazin-3-ylethynyl)-4,5,6-trimethyl-N-(3-(trifluoromethyl)phenyl)benzo[d]isoxazol-3-amine